1-(4-fluorophenyl)-6-methyl-5-(3-((2-methyl-2H-1,2,3-triazol-4-yl)sulfonyl)-6-((pyridin-2-yloxy)methyl)-3-azabicyclo[3.1.0]hexane-1-yl)-1H-indazole FC1=CC=C(C=C1)N1N=CC2=CC(=C(C=C12)C)C12CN(CC2C1COC1=NC=CC=C1)S(=O)(=O)C1=NN(N=C1)C